C(C)(C)N([Si](O[SiH3])(C)C)C(C)C 1-diisopropylamino-1,1-dimethyldisiloxane